BrC1=CC=C(C=C1)C=1N=NN(C1)C 4-(4-bromophenyl)-1-methyl-1H-1,2,3-triazole